CC1=C(C(=CC=C1)C)N=C=O 2,6-dimethyl-1-isocyanatobenzene